NC=1C2=C(N=CN1)N(C=C2C2=C(C=C(C=C2)NC(C(C)(C2=CC=CC=C2)O)=O)C)C N-(4-(4-amino-7-methyl-7H-pyrrolo[2,3-d]pyrimidin-5-yl)-3-methylphenyl)-2-hydroxy-2-phenylpropanamide